(S)-6-fluoro-2,3-dihydrospiro[4H-1-benzopyran-4,4-imidazolidine]-2,5-dione FC1=CC=C2C(C1=O)[C@@]1(NCNC1)CC(O2)=O